1-(3,5-bis(trifluoromethyl)benzoyl)piperidine-3-carboxamide FC(C=1C=C(C(=O)N2CC(CCC2)C(=O)N)C=C(C1)C(F)(F)F)(F)F